C(C)(=O)NC=1C=C(C=CC1C(NC=1SC(=C(N1)C)[N+](=O)[O-])=O)NCCCCCCCC(=O)O 8-((3-acetamido-4-((4-methyl-5-nitrothiazol-2-yl)carbamoyl)phenyl)amino)octanoic acid